6-(6-Benzyl-3,3a,4,5,7,7a-hexahydro-2H-pyrrolo[2,3-c]pyridin-1-yl)-2-[(4-methoxyphenyl)methyl]-4-methyl-1,2,4-triazine-3,5-dione C(C1=CC=CC=C1)N1CC2C(CC1)CCN2C=2C(N(C(N(N2)CC2=CC=C(C=C2)OC)=O)C)=O